CC1=NC(=C2C=NNC2=N1)NCC1=CC=C(O1)C#N 5-((6-Methyl-1,2,5,7-tetraza-1H-inden-4-ylamino)methyl)-2-furonitrile